N-propyl-N-(3,3,3-trifluoropropyl)-3H-1-benzazepine-4-carboxamide C(CC)N(C(=O)C=1CC=NC2=C(C1)C=CC=C2)CCC(F)(F)F